3-methoxy-4-[(3-{4-[(1-methylpiperidin-4-yl)amino]-1-(2,2,2-trifluoroethyl)-1H-indol-2-yl}prop-2-yn-1-yl)amino]-N-(1,2-oxazol-3-yl)benzene-1-sulfonamide COC=1C=C(C=CC1NCC#CC=1N(C2=CC=CC(=C2C1)NC1CCN(CC1)C)CC(F)(F)F)S(=O)(=O)NC1=NOC=C1